ClC1=CC=C(C=C1)N1C(=NN=C1CN1N=CC=C1)C1CCC(CC1)OC1=NC=CC=C1 4-[4-(4-chlorophenyl)-5-(pyrazol-1-ylmethyl)-1,2,4-triazol-3-yl]cyclohexyl-oxypyridine